(2S,4R)-4-Hydroxy-1-(3-((3'-(3-((R)-3-hydroxypyrrolidin-1-yl)propoxy)-2,2'-dimethyl-[1,1'-biphenyl]-3-yl)oxy)propyl)pyrrolidin O[C@@H]1CCN(C1)CCCOC=1C(=C(C=CC1)C1=C(C(=CC=C1)OCCCN1C[C@@H](CC1)O)C)C